2-isobutyl-6-phenyl-N4-(pyridin-4-yl)-1,3,5-triazine-2,4-diamine C(C(C)C)C1(NC(=NC(=N1)NC1=CC=NC=C1)C1=CC=CC=C1)N